2-Fluoro-N-(4-(5-(3-Fluoro-4-((4-methylpyrimidin-2-yl)oxy)phenyl)-2-((1-methyl-1H-pyrazole-4-yl)amino)pyrimidin-4-yl)phenyl)acrylamide FC(C(=O)NC1=CC=C(C=C1)C1=NC(=NC=C1C1=CC(=C(C=C1)OC1=NC=CC(=N1)C)F)NC=1C=NN(C1)C)=C